(R)-5-(((4-(4-(trifluoromethyl)phenyl)phthalazin-1-yl)amino)methyl)pyrrolidin-2-one FC(C1=CC=C(C=C1)C1=NN=C(C2=CC=CC=C12)NC[C@H]1CCC(N1)=O)(F)F